OC1=CC=C(C=C2C(N(C(S2)=NN=C2C(NC3=CC=C(C=C23)F)=O)C2=C(C=CC=C2)Cl)=O)C=C1 3-(2-(5-(4-hydroxybenzylidene)-3-(2-chlorophenyl)-4-oxothiazolidin-2-ylidene)hydrazono)-5-fluoro-1H-indol-2-one